ClC=1C=NC=CN1 (R)-(3-Chloropyrazine)